C(C)N(C1=CC=C2CC(C(OC2=C1)=O)C(=O)NCCOCCC(=O)OC(C)(C)C)CC tert-Butyl 3-(2-(7-(diethylamino)-2-oxochromane-3-carboxamido)ethoxy)propanoate